BrC1=CC=2C3=CC(=C(C=C3C3=CC(=C(C=C3C2C=C1Br)Br)Br)Br)Br 2,3,6,7,10,11-hexabromotriphenylene